C(C)(C)(C)C=1C=CC(=C(C1)CC(=O)NC1=CC(=NC=C1)C(=O)O)O 4-[[2-(5-tert-butyl-2-hydroxy-phenyl)acetyl]amino]pyridine-2-carboxylic acid